NC1=C(C(=NC=N1)OC1=CC(=C(C=C1)NC(=O)NC1=CC(=NN1C1=CC=C(C=C1)OC(F)(F)F)C(C)(C)C)F)C#N 1-(4-((6-amino-5-cyanopyrimidin-4-yl)oxy)-2-fluorophenyl)-3-(3-(tert-butyl)-1-(4-(trifluoromethoxy)phenyl)-1H-pyrazol-5-yl)urea